FC=1C=C(C=NC1)C1=NC2=CC=CC=C2C(=N1)N 2-(5-fluoropyridin-3-yl)quinazolin-4-amine